C(#N)C12CC(C1)(C2)NC(OC(C)(C)C)=O Tert-Butyl 3-cyanobicyclo[1.1.1]pentan-1-ylcarbamate